C(C)OC(=O)C12CC(C1)(C2)C(=O)N2CCN(CC2)C(=O)OC(C)(C)C tert-Butyl 4-(3-(ethoxycarbonyl)bicyclo[1.1.1]pentane-1-carbonyl)piperazine-1-carboxylate